FC1=CC(=C2C(=CNC2=C1)C=O)O 6-FLUORO-4-HYDROXYINDOLE-3-CARBOXALDEHYDE